NC1=CC2=C(N(C([C@H](O2)C)=O)C(C)C2=NC(=NC=C2)C(F)(F)F)C=C1 (2R)-7-amino-2-methyl-4-{1-[2-(trifluoromethyl)pyrimidin-4-yl]ethyl}-2H-1,4-benzoxazin-3-one